2-cyano-4,4-diethoxybutyrate C(#N)C(C(=O)[O-])CC(OCC)OCC